FC1=C2C=C(N=NC2=CC(=C1)C=1CCNCC1)C=1C=C(C=2N(C1)C=C(N2)C)F 5-Fluoro-3-(8-fluoro-2-methylimidazo[1,2-a]pyridin-6-yl)-7-(1,2,3,6-tetrahydropyridin-4-yl)cinnoline